6-cyclopropyl-2-[[(3S)-oxacyclohex-3-yl]amino]pyridine-3-carbonitrile C1(CC1)C1=CC=C(C(=N1)N[C@@H]1COCCC1)C#N